ClC1=C(C=CC=C1)[C@@H](O)[C@@H]1OCCC1 (R)-(2-chlorophenyl)((R)-tetrahydrofuran-2-yl)methanol